2,6-di-tert-butyl-4-(3,4,5-trimethoxybenzylidene)cyclohexa-2,5-diene-1-one C(C)(C)(C)C=1C(C(=CC(C1)=CC1=CC(=C(C(=C1)OC)OC)OC)C(C)(C)C)=O